(6Z,16Z)-12-((Z)-dec-4-en-1-yl)docosa-6,16-dien-11-yl-5-(dimethylamino)pentanoate C(CC\C=C/CCCCC)C(C(CCC\C=C/CCCCC)OC(CCCCN(C)C)=O)CCC\C=C/CCCCC